CC1=CC=C(C(=O)O[C@H](C(=O)O)[C@@H](C(=O)O)OC(C2=CC=C(C=C2)C)=O)C=C1.FC=1C=C(C=CC1F)[C@H]1[C@@H](CN(C1)CCOC)N (3S,4R)-4-(3,4-difluorophenyl)-1-(2-methoxyethyl)pyrrolidin-3-amine (2S,3S)-2,3-bis((4-methylbenzoyl)oxy)succinate